4-(prop-2-en-1-oxy)-benzyl-L-glutamate C(C=C)OC1=CC=C(CN[C@@H](CCC(=O)[O-])C(=O)[O-])C=C1